(2R)-2-amino-3-(5-chloro-7-([(furan-2-yl)methyl]amino)-3-methylthieno[3,2-b]pyridin-2-yl)propan-1-ol dihydrochloride Cl.Cl.N[C@@H](CO)CC1=C(C2=NC(=CC(=C2S1)NCC=1OC=CC1)Cl)C